3-(6-(1-hydroxyethyl)-1-oxoisoindolin-2-yl)-1-((2-(trimethylsilyl)ethoxy)methyl)piperidine-2,6-dione OC(C)C1=CC=C2CN(C(C2=C1)=O)C1C(N(C(CC1)=O)COCC[Si](C)(C)C)=O